6-(3-bromo-1-(3-chloropyridin-2-yl)-1H-pyrazole-5-carboxamido)-N-cyclopropyl-5-methylpyrazolo[1,5-a]pyridine-7-carboxamide BrC1=NN(C(=C1)C(=O)NC=1C(=CC=2N(C1C(=O)NC1CC1)N=CC2)C)C2=NC=CC=C2Cl